3-{2-[(2R,6S)-2-methyl-6-(1H-pyrazol-4-yl)-morpholin-4-yl]-pyrimidin-4-yl}-6-trifluoromethyl-imidazo[1,2-a]pyridin C[C@@H]1CN(C[C@@H](O1)C=1C=NNC1)C1=NC=CC(=N1)C1=CN=C2N1C=C(C=C2)C(F)(F)F